ClC1=C(C(=CC=C1Cl)OCOCC[Si](C)(C)C)[C@H]1CC(N(C1)C=1C=NN2C1OCCC2)=O |r| rac-4-(2,3-dichloro-6-((2-(trimethylsilyl)ethoxy)methoxy)phenyl)-1-(6,7-dihydro-5H-pyrazolo[5,1-b][1,3]oxazin-3-yl)pyrrolidin-2-one